(S)-2-((2-((S)-4-(difluoromethyl)-2-oxooxazolidin-3-yl)-5,6-dihydrobenzo[f]imidazo[1,2-d][1,4]oxazepin-9-yl)amino)-3-hydroxypropionamide FC([C@H]1N(C(OC1)=O)C=1N=C2N(CCOC3=C2C=CC(=C3)N[C@H](C(=O)N)CO)C1)F